ClC1=C(C=C(C=C1)NC1=NC=C(C(=N1)NN1C(OC2=C1C=CC=C2)=O)C)OCC [2-(4-chloro-3-ethoxy-phenylamino)-5-methyl-pyrimidin-4-ylamino]-3H-benzooxazol-2-one